2-((3,5-Difluorobenzyl)amino)pyrimidine-5-carbohydrazide FC=1C=C(CNC2=NC=C(C=N2)C(=O)NN)C=C(C1)F